FC1=CC=C(C=C1)C1(CCC1)NC1=NC=C(C=N1)C#N 2-{[(4-fluorophenyl)cyclobutyl]amino}pyrimidine-5-carbonitrile